FC1=CC=CC=2C(=N[C@@H](C(NC21)=O)NC(=O)C2=C(N=C1N2N=C(C=C1)C)C1=C(C=NC=C1)F)C1=CC=CC=C1 N-[(3S)-9-fluoro-2-oxo-5-phenyl-1,3-dihydro-1,4-benzodiazepine-3-Yl]-2-(3-fluoropyridin-4-yl)-6-methylimidazo[1,2-b]pyridazine-3-carboxamide